Tert-butyl N-[4-[[4-[4-[(2,6-dioxo-3-piperidyl)amino]-2-fluoro-5-methoxy-phenyl] piperazin-1-yl]methyl]cyclohexyl]carbamate O=C1NC(CCC1NC1=CC(=C(C=C1OC)N1CCN(CC1)CC1CCC(CC1)NC(OC(C)(C)C)=O)F)=O